C(C1=CC=CC=C1)OC(=O)N1[C@H]([C@H]([C@@H](C1)N1CCNCCNCCNCC1)O)C(=O)OCC1=CC=CC=C1.C(C(C)(C)C)NC(C(C)(C)C)=O N-neopentyl-pivalamide dibenzyl-(2R,3S,4R)-4-(1,4,7,10-tetraazacyclododecan-1-yl)-3-hydroxypyrrolidine-1,2-dicarboxylate